C1(CC1)C1=NNC(=N1)C1CC2(CN(C2)C(=O)N2CCN(CC2)CC2=C(N=CS2)C)C1 [6-(3-cyclopropyl-1H-1,2,4-triazol-5-yl)-2-azaspiro[3.3]heptan-2-yl]-[4-[(4-methylthiazol-5-yl)methyl]piperazino]methanone